CC1=C(CCC=CCC1)OC1=CCCC=CCC1 methyloxybis(1,5-cyclooctadiene)